ClC=1C=C2C(=NC(=NC2=C(C1C1=C2C(=NNC2=CC=C1C)C1CC1)F)OC[C@@H]1N(CCC1)C)N1C[C@H](N(C[C@@H]1C)C(C=C)=O)C 1-((2R,5S)-4-(6-chloro-7-(3-cyclopropyl-5-methyl-1H-indazol-4-yl)-8-fluoro-2-(((R)-1-methylpyrrolidin-2-yl)methoxy)quinazolin-4-yl)-2,5-dimethylpiperazin-1-yl)prop-2-en-1-one